OC1CN(C1)C1=CC=C2C3(CC=4C(=NOC4C2=C1)NS(=O)(=O)C1=C(C=C(C=C1OC)S(=O)(=O)C)OC)CC3 N-(8'-(3-hydroxyazetidin-1-yl)-4'H-spiro[cyclopropane-1,5'-naphtho[2,1-d]isoxazol]-3'-yl)-2,6-dimethoxy-4-(methylsulfonyl)benzenesulfonamide